P(=O)([O-])(O)O.C(CC(O)(C(=O)O)CC(=O)O)(=O)O.[K+] potassium citrate phosphate